CP(CNC)(C)=O dimethyl-((methylamino)methyl)phosphine oxide